2-((1s,4s)-4-((2-((2-(1-(Cyclopropylsulfonyl)-1H-pyrazol-4-yl)pyrimidin-4-yl)amino)-5-(1-(2,2,2-trifluoroethyl)-1H-pyrazol-3-yl)pyridin-4-yl)amino)cyclohexyl)ethan-1-ol C1(CC1)S(=O)(=O)N1N=CC(=C1)C1=NC=CC(=N1)NC1=NC=C(C(=C1)NC1CCC(CC1)CCO)C1=NN(C=C1)CC(F)(F)F